ClCC\C=C\CCCCCCCCCC(OCCCCCCCCCC)OCCCCCCCCCC (3E)-1-chloro-14,14-didecanyloxy-3-tetradecene